1-bromo-2,3,3,4,4,5,5-heptafluorocyclopentene BrC1=C(C(C(C1(F)F)(F)F)(F)F)F